FC1(OCCN(C1)C1=NN=C(S1)C=1C(=CC(=NC1)C1=CC=C2N1N=CC(=C2)C#N)NC(C)C)F 7-(5-(5-(2,2-difluoromorpholino)-1,3,4-thiadiazol-2-yl)-4-(isopropylamino)pyridin-2-yl)pyrrolo[1,2-b]pyridazine-3-carbonitrile